4-(propan-1-yn-1-yl)-1-(1-(2-(trifluoromethoxy)pyrimidin-5-yl)ethyl)-1H-indazole-7-carboxamide C(#CC)C1=C2C=NN(C2=C(C=C1)C(=O)N)C(C)C=1C=NC(=NC1)OC(F)(F)F